F[C@@H]1[C@H](C1)C(=O)N[C@@H](C1=CC=CC=2NC(NC21)=O)C2=CC(=C(C=C2)C(C)C)F (1R,2S)-2-fluoro-N-((R)-(3-fluoro-4-isopropylphenyl)(2-oxo-2,3-dihydro-1H-benzo[d]imidazol-4-yl)methyl)cyclopropane-1-carboxamide